O1C=CC2=C1C=CC(=C2)CC(C)NC 1-(Benzofuran-5-yl)-N-methylpropan-2-amine